tert-butyl 5-bromo-2-methyl-thiophene-3-carboxylate BrC1=CC(=C(S1)C)C(=O)OC(C)(C)C